SN1N=CN=N1 2-Mercaptotetrazole